tert-butyl 4-[3-(diethoxyphosphorylmethyl)-2-oxo-1H-benzimidazol-5-yl]piperidine-1-carboxylate C(C)OP(=O)(OCC)CN1C(NC2=C1C=C(C=C2)C2CCN(CC2)C(=O)OC(C)(C)C)=O